tert-butyl (1S,4R,6S)-6-(4-amino-3-(2-chloro-4-(pyridin-2-ylcarbamoyl)phenyl)-1H-pyrazolo[3,4-d]pyrimidin-1-yl)-2-azabicyclo[2.2.1]heptane-2-carboxylate NC1=C2C(=NC=N1)N(N=C2C2=C(C=C(C=C2)C(NC2=NC=CC=C2)=O)Cl)[C@H]2C[C@@H]1CN([C@H]2C1)C(=O)OC(C)(C)C